C(C)(C)(C)N(C(O)=O)[C@H](C(=O)N1CCN(CC1)C)CC1=CC=CC=C1.N[C@H](C(=O)N1CCN(CC1)C)CC1=CC=CC=C1 (S)-2-amino-1-(4-methylpiperazin-1-yl)-3-phenylpropan-1-one Tert-butyl-(S)-(1-(4-methylpiperazin-1-yl)-1-oxo-3-phenylpropan-2-yl)carbamate